S(=O)(=O)([O-])C=1C=C(C=C(C(=O)[O-])C1)C(=O)[O-].[K+].[K+].[K+] potassium 5-sulfoisophthalic acid salt